ClC1=C(C=C(C(=C1)F)N1C(N(C(=CC1=O)C(F)(F)F)C)=O)SC(C(=O)NCCC(=O)OC)C methyl N-[2-[[2-chloro-5-[3,6-dihydro-3-methyl-2,6-dioxo-4-(trifluoro-methyl)-1(2H)-pyrimidinyl]-4-fluorophenyl]thio]-1-oxopropyl]-β-alaninate